bicyclo[6.3.2]tridecanyl acrylate C(C=C)(=O)OC12CCCCCCC(CCC1)CC2